carbobenzoxy-L-Lysine C(=O)(OCC1=CC=CC=C1)N[C@@H](CCCCN)C(=O)O